COC1=CC=C(C=C1)C(C#C)OC(C#C)C1=CC=C(C=C1)OC p-methoxyphenylpropargyl ether